CN1N=C(C=C1NC1C2=C(C=3N(CC1)N=NC3C)C=CC(=C2)C=2CCN(CC2)C(=O)OC(C)(C)C)C tert-butyl 4-(7-((1,3-dimethyl-1H-pyrazol-5-yl)amino)-1-methyl-6,7-dihydro-5H-benzo[c][1,2,3]triazolo[1,5-a]azepin-9-yl)-3,6-dihydropyridine-1(2H)-carboxylate